3-Bromo-N-[5-(trifluoromethyl)pyrazin-2-yl]chinolin-2-carboxamidin BrC=1C(=NC2=CC=CC=C2C1)C(=N)NC1=NC=C(N=C1)C(F)(F)F